(3,4-dimethyl-2-nitrophenyl)methanol CC=1C(=C(C=CC1C)CO)[N+](=O)[O-]